hydroxymethyl-androsta-1,4-diene-3,17-dione OCC[C@@]12C(CC[C@H]1[C@@H]1CCC3=CC(C=C[C@]3(C)[C@H]1CC2)=O)=O